(S)-N-(5-((4-ethylpiperazin-1-yl)methyl)pyridin-2-yl)-5-fluoro-4-(5-fluoro-1-(fluoromethyl)-2,3-dihydro-1H-benzo[d]pyrrolo[1,2-a]imidazol-7-yl)pyrimidin-2-amine C(C)N1CCN(CC1)CC=1C=CC(=NC1)NC1=NC=C(C(=N1)C1=CC2=C(N=C3N2[C@@H](CC3)CF)C(=C1)F)F